(S)-N-(5-CHLORO-2-(1H-TETRAZOL-1-YL)BENZYL)-3-((3,5-DIMETHYLBENZYL)AMINO)-4-OXO-4,6,7,8-TETRAHYDROPYRROLO[1,2-A]PYRIMIDINE ClC=1C=CC(=C(CN2[C@H]3N(C(C(=C2)NCC2=CC(=CC(=C2)C)C)=O)CCC3)C1)N1N=NN=C1